C(C=C)(=O)OCC[N+](CCCCC)(C)C acryloxyethyl-dimethyl-n-pentyl-ammonium